4-(N,N-dimethylmyristylammonio)butanesulfonate C[N+](C)(CCCCS(=O)(=O)[O-])CCCCCCCCCCCCCC